2,3-difluoro-N-(2-(methylamino)-4-((4-(trifluoromethyl)benzyl)amino)phenyl)octanamide FC(C(=O)NC1=C(C=C(C=C1)NCC1=CC=C(C=C1)C(F)(F)F)NC)C(CCCCC)F